CN(C(=O)NC1=NC=CC(=C1)OC(F)(F)F)C1CC2(CN(C2)C(=O)C=2C=NN3C2C=CC=C3)C1 1-methyl-1-(2-(pyrazolo[1,5-a]pyridine-3-carbonyl)-2-azaspiro[3.3]heptan-6-yl)-3-(4-(trifluoromethoxy)pyridin-2-yl)urea